NC1CN(C1)C1CCN(CC1)C(C(C(F)(F)F)(O)C1=CC(=CC=C1)Cl)=O 1-(4-(3-aminoazetidin-1-yl)piperidin-1-yl)-2-(3-chlorophenyl)-3,3,3-trifluoro-2-hydroxypropan-1-one